The molecule is a member of the class of benzochromenones that is urolithin A in which the phenolic hydrogen at position 8 has been replaced by a beta-D-glucuronosyl group. It has a role as a human urinary metabolite. It is a beta-D-glucosiduronic acid, a benzochromenone, a monosaccharide derivative and a member of phenols. C1=CC2=C(C=C1O)OC(=O)C3=C2C=CC(=C3)O[C@H]4[C@@H]([C@H]([C@@H]([C@H](O4)C(=O)O)O)O)O